FC(C(C(C(C(F)(F)F)(F)F)(F)F)(F)F)(S(=O)(=O)[O-])F perfluoropentanesulfonic acid anion